1-(3-bromophenyl)-3-(3-fluoro-5-methoxyphenyl)urea BrC=1C=C(C=CC1)NC(=O)NC1=CC(=CC(=C1)OC)F